N1CCC(CC1)C1=CC=C(C=C1)C1=NC2=CC=CC=C2C(=C1)NCCCN N1-(2-(4-(piperidin-4-yl)phenyl)quinolin-4-yl)propane-1,3-diamine